COC=1C(=NC=C(C1)OC)N 3,5-dimethoxypyridin-2-amine